(2,6-dioxopiperidin-3-yl)-6-fluoro-1,3-dioxoisooctanol O=C1NC(CCC1C(C(O)=O)C(CCC(C)(C)F)=O)=O